N-(3-(4-benzyl-6-(5-cyclopentyl-1H-pyrazol-3-ylamino)pyridin-2-yl)phenyl)acrylamide C(C1=CC=CC=C1)C1=CC(=NC(=C1)NC1=NNC(=C1)C1CCCC1)C=1C=C(C=CC1)NC(C=C)=O